5-[3-({(1S)-1-[(1R,3S)-3-amino-2,2-dimethylcyclobutyl]ethyl}amino)-4-(trifluoromethyl)phenyl]-1,3,4-oxadiazol-2(3H)-one N[C@@H]1C([C@@H](C1)[C@H](C)NC=1C=C(C=CC1C(F)(F)F)C1=NNC(O1)=O)(C)C